(2-Fluorophenyl)(5-{[2-(6-isopropylpyridin-3-yl)imidazo[1,2-a]pyridin-3-yl]methyl}-2,5-diaza-bicyclo[2.2.2]oct-2-yl)methanon FC1=C(C=CC=C1)C(=O)N1C2CN(C(C1)CC2)CC2=C(N=C1N2C=CC=C1)C=1C=NC(=CC1)C(C)C